ClC=1N=C2C(=C(C(N(C2=CC1)C)=O)C#N)N(C)[C@@H]1CC[C@H](CC1)N(C1=NC=C(C=C1)F)C1CC1 trans-6-chloro-4-[[4-[cyclopropyl-(5-fluoro-2-pyridyl)amino]cyclohexyl]-methyl-amino]-1-methyl-2-oxo-1,5-naphthyridine-3-carbonitrile